FC(C=1C(=C(C=CC1)[C@@H](C)NC1=C2C=C(C(N(C2=NC=C1)C)=O)C1(CN(CC1)C(=O)OC(C)(C)C)OC)F)F tert-butyl 3-(5-(((R)-1-(3-(difluoromethyl)-2-fluorophenyl) ethyl) amino)-1-methyl-2-oxo-1,2-dihydro-1,8-naphthyridin-3-yl)-3-methoxypyrrolidine-1-carboxylate